O=C1NC(CCC1N1C(C2=CC=C(C=C2C1)N1CCN(CC1)CCCOC1=CC=C(C=C1)[C@@H](C)NC(OC(C)(C)C)=O)=O)=O tert-butyl (1R)-1-(4-(3-(4-(2-(2,6-dioxopiperidin-3-yl)-1-oxoisoindolin-5-yl)piperazin-1-yl)propoxy)phenyl)ethylcarbamate